Methyl 2-(2-(tert-butoxycarbonylamino)-5-(4,4,5,5-tetramethyl-1,3,2-dioxaborolan-2-yl)benzamido)acetate C(C)(C)(C)OC(=O)NC1=C(C(=O)NCC(=O)OC)C=C(C=C1)B1OC(C(O1)(C)C)(C)C